4-[[6-[(6-methoxy-2-methyl-3,4-dihydro-1H-isoquinolin-7-yl)amino]pyrazolo[3,4-d]pyrimidin-1-yl]methyl]-1H-pyridin-2-one COC=1C=C2CCN(CC2=CC1NC1=NC=C2C(=N1)N(N=C2)CC2=CC(NC=C2)=O)C